C(=O)(O)CCSC(=O)SC(CCC(=O)O)(C)C#N 4-((((2-carboxyethyl)thio)carbonyl)thio)-4-cyanovaleric acid